CN(C(=O)C12CC(C1)(C2)C(=O)NC2=NOC(=N2)C)C2CCNCC2 N1-methyl-N3-(5-methyl-1,2,4-oxadiazol-3-yl)-N1-(piperidin-4-yl)-bicyclo[1.1.1]-pentane-1,3-dicarboxamide